ClC1=C(C=CC(=C1)OCC=1C(=NOC1C1CC1)C1=C(C=CC=C1Cl)Cl)C#CC=1C=CC=C(C(=O)O)C1 5-((2-chloro-4-((5-cyclopropyl-3-(2,6-dichlorophenyl)isoxazol-4-yl)methoxy)phenyl)ethynyl)benzoic acid